Ethyl 5-bromo-2-[(6-{[(2Z)-3-{[2-(trimethylsilyl) ethoxy] methyl}-2,3-dihydro-1,3-benzothiazol-2-ylidene] amino} pyridazin-3-yl) amino]-1,3-thiazole-4-carboxylate BrC1=C(N=C(S1)NC=1N=NC(=CC1)\N=C\1/SC2=C(N1COCC[Si](C)(C)C)C=CC=C2)C(=O)OCC